C(OC1=C(C=C(C=C1)[N+](=O)[O-])C1=CC=CC=C1)([O-])=O phenyl(4-nitrophenyl) carbonate